3-isopropyl-8-(2,3,5-trifluorophenyl)imidazo[1,2-a]pyrazine-2-carboxylic acid ethyl ester C(C)OC(=O)C=1N=C2N(C=CN=C2C2=C(C(=CC(=C2)F)F)F)C1C(C)C